4-oxo-azetidin-1-yl sulfate S(=O)(=O)(ON1CCC1=O)[O-]